ClC=1C=C(C(=NC1)OC)S(=O)(=O)NC1=C(C(=C(C=C1)F)C=1C=CC=2N(C1)C=NC2CO)F 5-chloro-N-[2,4-difluoro-3-[1-(hydroxymethyl)imidazo[1,5-a]pyridin-6-yl]phenyl]-2-methoxypyridine-3-sulfonamide